3-(5-(tetrahydro-2H-pyran-4-yl)-4H-1,2,4-triazol-3-yl)pyrazolo[1,5-a]pyrimidine O1CCC(CC1)C=1NC(=NN1)C=1C=NN2C1N=CC=C2